Methyl (R,Z)-2-((1-(2-(benzyloxy)ethyl)cyclobutyl)methylene)-3-((tert-butoxycarbonyl)amino)butanoate C(C1=CC=CC=C1)OCCC1(CCC1)\C=C(/C(=O)OC)\[C@@H](C)NC(=O)OC(C)(C)C